5-(3-cyclopropylphenoxy)-N-[2-(2,4-dichlorophenyl)-2-fluoro-ethyl]-3-(2-methylallyloxy)pyridazine-4-carboxamide C1(CC1)C=1C=C(OC=2C(=C(N=NC2)OCC(=C)C)C(=O)NCC(F)C2=C(C=C(C=C2)Cl)Cl)C=CC1